C(CCCCCCC)NC[C@H](O)[C@@H](O)[C@H](O)[C@H](O)CO N-Octyl-D-Glucamine